Cyclohexylmethyl-(2-oxocyclohexyl)sulfonium p-toluenesulfonate CC1=CC=C(C=C1)S(=O)(=O)[O-].C1(CCCCC1)C[SH+]C1C(CCCC1)=O